CN1N=CC=C1B1OC(C(O1)(C)C)(C)C methyl-5-(4,4,5,5-tetramethyl-1,3,2-dioxaborolan-2-yl)-1H-pyrazole